2-[(2-methylpropan-2-yl)oxy]ethanol CC(C)(C)OCCO